Tert-butyl (2-(6-methoxy-1-methyl-1H-indol-7-yl)ethyl)carbamate COC1=CC=C2C=CN(C2=C1CCNC(OC(C)(C)C)=O)C